(R)-(6-(6-((1-(5-fluorohydroxyphenyl)ethyl)amino)imidazo[1,2-b]pyridazin-3-yl)pyridazin-4-yl)methanol FC=1C=CC(=C(C1)[C@@H](C)NC=1C=CC=2N(N1)C(=CN2)C2=CC(=CN=N2)CO)O